methyl (7S)-2-benzyl-7-methyl-3-[2-[(4S)-1-oxa-6-azaspiro[3.4]octan-6-yl]ethyl]-3H,6H,7H,8H,9H-imidazo[4,5-f]quinoline-6-carboxylate C(C1=CC=CC=C1)C=1N(C=2C(=C3CC[C@@H](N(C3=CC2)C(=O)OC)C)N1)CCN1C[C@@]2(CCO2)CC1